4-chloro-2-[5-(p-toluenesulfonyloxy)pentyl]Pyridine-3-carboxylic acid tert-butyl ester C(C)(C)(C)OC(=O)C=1C(=NC=CC1Cl)CCCCCOS(=O)(=O)C1=CC=C(C)C=C1